tert-butyl N-[(1r,3r)-3-[[5-([[(1,2,3,5,6,7-hexahydro-s-indacen-4-yl)carbamoyl]amino](imino)oxo-lambda6-sulfanyl)furan-3-yl]methoxy]cyclobutyl]carbamate C1CCC2=C(C=3CCCC3C=C12)NC(=O)N[S@](C1=CC(=CO1)COC1CC(C1)NC(OC(C)(C)C)=O)(=O)=N